1-(tert-butoxycarbonylamino)-2-cyclopropyl-cyclopropanecarboxylic acid C(C)(C)(C)OC(=O)NC1(C(C1)C1CC1)C(=O)O